(2-(4-(2-bromo-3-(cyclopropylmethyl)-1H-indol-5-yl)piperidin-1-yl)ethyl)(methyl)carbamic acid tert-butyl ester C(C)(C)(C)OC(N(C)CCN1CCC(CC1)C=1C=C2C(=C(NC2=CC1)Br)CC1CC1)=O